2-(4-(2-chloro-4-((3-(1-(2,2-difluoroethyl)-3-(trifluoromethyl)-1H-pyrazol-4-yl)imidazo[1,2-a]pyrazin-8-yl)amino)benzoyl)piperazin-1-yl)-1-(piperazin-1-yl)ethan-1-one ClC1=C(C(=O)N2CCN(CC2)CC(=O)N2CCNCC2)C=CC(=C1)NC=1C=2N(C=CN1)C(=CN2)C=2C(=NN(C2)CC(F)F)C(F)(F)F